NC(C([C@H](C[C@H]1C(NCC1)=O)NC([C@H](CC(C)C)NC(OC1(CC1)CC1=CC(=CC=C1)Cl)=O)=O)=O)=O 1-(3-chlorobenzyl)cyclopropyl ((S)-1-(((S)-4-amino-3,4-dioxo-1-((S)-2-oxopyrrolidin-3-yl)butan-2-yl)amino)-4-methyl-1-oxopentan-2-yl)carbamate